C(C)(C)P(C(C)C)C(C)C tri(isopropyl)phosphorus